C(C)(C)[C@]1(CCC([C@@H](C\C=C(\CC\C=C(\CC1)/C)/C)O)=C)O (1S,5R,7E,11E)-1-isopropyl-8,12-dimethyl-4-methylenecyclotetradeca-7,11-diene-1,5-diol